BrC=1C(=C(C=C(C1)Br)NC(=O)NC1=CC(=CC(=C1)OC)F)CO 1-(3,5-dibromo-2-hydroxymethylphenyl)-3-(3-fluoro-5-methoxyphenyl)urea